FC1=CC=C(OC=2C=CC(=NC2)NC([C@H](C)N2CC(N(CC2)C(=O)C2CCS(CC2)(=O)=NC(OC(C)(C)C)=O)(C)C)=O)C=C1 tert-butyl (S)-(4-(4-(1-((5-(4-fluorophenoxy)pyridin-2-yl)amino)-1-oxopropan-2-yl)-2,2-dimethylpiperazine-1-carbonyl)-1-oxidotetrahydro-2H-1λ6-thiopyran-1-ylidene)carbamate